N-(1-benzyl-6-(3,5-dimethylisoxazol-4-yl)-2-methyl-1H-benzo[d]imidazol-4-yl)ethanesulfonamide C(C1=CC=CC=C1)N1C(=NC2=C1C=C(C=C2NS(=O)(=O)CC)C=2C(=NOC2C)C)C